ClC1=CC=C(C(=N1)OCC=1C=C(C#N)C=CC1)C=O 3-[(6-chloro-3-formyl-2-pyridyl)oxymethyl]benzonitrile